3-fluoro-N,5-dimethyl-6,7-dihydro-4H-benzothiophen-5-amine hydrochloride Cl.FC1=CSC2=C1CC(CC2)(NC)C